butyleneether C1CCCO1